C([C@@H]1[C@@H]([C@@H]([C@H](C(O1)O)N)O)O)O.Cl D(+)-Galactosamine Hydrochloride